C(CCCC)C1C(C1)CC1C(C1)CCCCCCCC(=O)O 8-[2-(2-pentyl-cyclopropylmethyl)cyclopropyl]-octanoic acid